FC1(CCC2(CC12)CN1N=C(C(=C1C(=O)NC1=CC(=NC=C1)C(=O)N)C)C(C)(F)F)F 4-(1-((4,4-difluorobicyclo[3.1.0]hexan-1-yl)methyl)-3-(1,1-difluoroethyl)-4-methyl-1H-pyrazole-5-carboxamido)picolinamide